N-(2-(benzo[d]thiazol-2-yl)phenyl)-3-phenylprop-2-en-1-imine S1C(=NC2=C1C=CC=C2)C2=C(C=CC=C2)N=CC=CC2=CC=CC=C2